C(CCCCCCCCCCCCCCCCC)NC(CCCCCCCCCCC\C=C/CCCCCCCC)=O N-stearyl-erucic acid monoamide